NC1=C(C=CC=C1)C(\C=C\C1=CC=C(C=C1)OC1OCCCC1)=O (e)-1-(2-Aminophenyl)-3-[4-(tetrahydro-2h-pyran-2-yloxy)phenyl]prop-2-en-1-one